7-(2-chloro-5-methylpyrimidin-4-yl)-3,4-dihydropyrrolo[1,2-a]pyrazin-1(2H)-one ClC1=NC=C(C(=N1)C=1C=C2N(CCNC2=O)C1)C